C(C)(=O)OCC1C(CC=CC1)COC(C)=O Cyclohex-4-ene-1,2-diylbis(methylene) diacetate